CC1(O[B]OC1(C)C)C 4,4,5,5-tetramethyl-1,3,2λ2-dioxaborolane